BrC=1C=C(C=CC1F)C#N 3-bromo-4-fluorobenzene-1-carbonitrile